C(C)(C)(C)OC(=O)N[C@@H](CCC(=O)OCC1=CC=CC=C1)C(NC1=CC=CC=C1)=O Benzyl (S)-4-((tert-butoxycarbonyl)amino)-5-oxo-5-(phenylamino)pentanoate